C(C)N1N=C(C(=C1)C=1C=C(C=C2C(C(COC12)CC1=CC(=C(C=C1)F)O)=O)CN1\C(\N(C=C1)C)=N\C(OC(C)(C)C)=O)C(F)(F)F tert-butyl (E)-(1-((8-(1-ethyl-3-(trifluoromethyl)-1H-pyrazol-4-yl)-3-(4-fluoro-3-hydroxybenzyl)-4-oxochroman-6-yl)methyl)-3-methyl-1,3-dihydro-2H-imidazol-2-ylidene)carbamate